ClC1=C(C=CC(=C1)F)C=1C(=NN(C1N)C)C 4-(2-chloro-4-fluorophenyl)-1,3-dimethyl-1H-pyrazol-5-amin